heptynedioic acid C(C#CCCCC(=O)O)(=O)O